CC(CCCCCC=O)C 7-Methyloctanal